FC(C=C)(F)C=1C(NC2=CC=CC=C2N1)=O 3-(1,1-difluoro-2-propen-1-yl)-2(1H)-quinoxalinone